methoxy-ortho-phenylphenol COC=1C(=C(C=CC1)O)C1=CC=CC=C1